3-(3-amino-2,6-difluorophenoxy)-2-methyl-6-nitrobenzoic acid tert-butyl ester C(C)(C)(C)OC(C1=C(C(=CC=C1[N+](=O)[O-])OC1=C(C(=CC=C1F)N)F)C)=O